(3R)-3-fluoro-1-azabicyclo[3.2.0]heptan F[C@H]1CN2CCC2C1